ClCCOC1=NC=CC(=N1)NC=1C=C2C(=CN=C(C2=CN1)NC)C#CC=1C=C(C=CC1)O 3-((6-((2-(2-chloroethoxy)pyrimidin-4-yl)amino)-1-(methylamino)-2,7-naphthyridin-4-yl)ethynyl)phenol